Br[SiH](N([SiH](Br)Br)CCC)Br 1,1,3,3-tetrabromo-2-n-propyldisilazane